4-fluoro-2-(5-{[(1R,2S,3S,5S)-2-fluoro-1,5-dimethyl-8-azabicyclo[3.2.1]octan-3-yl](methyl)amino}pyrazin-2-yl)-5-(1-methyl-1H-pyrazol-3-yl)phenol FC1=CC(=C(C=C1C1=NN(C=C1)C)O)C1=NC=C(N=C1)N(C)[C@@H]1[C@@H]([C@]2(CC[C@@](C1)(N2)C)C)F